COC[C@H](NC(=O)C1=CN=C(S1)C)C(=O)N([C@@H](COC)C(=O)[NH-])[C@H](C(=O)[C@@]1(OC1)C)CC1=CC=CC=C1 O-methyl-N-[(2-methyl-5-thiazolyl)carbonyl]-L-seryl-O-methyl-N-[(1S)-2-[(2R)-2-methyl-2-oxiranyl]-2-oxo-1-(phenylmethyl)ethyl]-L-seryl-amide